(6aR,7R,10aS)-4-(cyclobutylmethoxy)-7,10a-dimethyl-8-oxo-2-(quinolin-4-yl)-5,6,6a,7,8,10a-hexahydrobenzo[h]quinazoline-9-carbonitrile C1(CCC1)COC1=NC(=NC=2[C@]3([C@H](CCC12)[C@H](C(C(=C3)C#N)=O)C)C)C3=CC=NC1=CC=CC=C31